O=C1N(C(CC1)=O)OC(CN1CCC(CC1)CN1CCN(CCN(CC1)CC(=O)OCC1=CC=CC=C1)CC(=O)OCC1=CC=CC=C1)=O dibenzyl 2,2'-(7-((1-(2-((2,5-dioxopyrrolidin-1-yl)oxy)-2-oxoethyl)piperidin-4-yl)methyl)-1,4,7-triazonane-1,4-diyl)diacetate